(1S,4s)-4-(2-((R)-1-benzylpiperidin-3-ylamino)-8-(2,4,6-trichlorophenylamino)-9H-purin-9-yl)cyclohexanecarboxamide C(C1=CC=CC=C1)N1C[C@@H](CCC1)NC1=NC=C2N=C(N(C2=N1)C1CCC(CC1)C(=O)N)NC1=C(C=C(C=C1Cl)Cl)Cl